4-[(ethyl)-sulfinyl]-1H-pyrazole-3-carbonitrile C(C)S(=O)C=1C(=NNC1)C#N